COC(=O)[C@@H]1CC[C@H](CC1)NC1=NC=C(C(=N1)C1=CC(=NC=C1)C(C)(C)O)F trans-methyl-4-((5-fluoro-4-(2-(2-hydroxypropan-2-yl)pyridin-4-yl)pyrimidin-2-yl)amino)cyclohexane-1-carboxylate